carboxyethyl-isothiourea hydrochloride Cl.C(=O)(O)CCNC(S)=N